[Na].C(CCCCCCC\C=C/CCCCCCCC)(=O)ONC methylamino oleate Sodium